5-(2-nitrophenyl)-N-(2-(piperazin-1-yl)ethyl)-2-(4-(trifluoromethyl)phenyl)oxazole-4-carboxamide [N+](=O)([O-])C1=C(C=CC=C1)C1=C(N=C(O1)C1=CC=C(C=C1)C(F)(F)F)C(=O)NCCN1CCNCC1